COC(=O)C1=CC(=NC2=NC(=CC=C12)C1=C(C=C(C=C1C)C)OC)C1CN(CCC1)C.C1=CC=CC=2C3=CC=CC=C3N(C12)C=1C=C(C=CC1)C1=CC(=CC=C1)N1C2=CC=CC=C2C=2C=CC=CC12 3,3'-Di(9H-carbazol-9-yl)biphenyl methyl-7-(2-methoxy-4,6-dimethyl-phenyl)-2-(1-methyl-3-piperidyl)-1,8-naphthyridine-4-carboxylate